FC=1C(=CC(=C(C#N)C1)C(=C)C=1C=NC=CC1)[N+](=O)[O-] 5-fluoro-4-nitro-2-(1-pyridin-3-yl-vinyl)-benzonitrile